2,6-diamino-4-methylpyridine NC1=NC(=CC(=C1)C)N